10,15,20-tris(4-chlorophenyl)porphyrin ClC1=CC=C(C=C1)C=1C=2C=CC(=CC3=CC=C(N3)C(=C3C=CC(C(=C4C=CC1N4)C4=CC=C(C=C4)Cl)=N3)C3=CC=C(C=C3)Cl)N2